C(C)(C)OC(=O)C1=NC(=C(C(=C1Cl)N1C(C2=CC=CC=C2C1=O)=O)F)F 3-chloro-4-(1,3-dioxoisoindolin-2-yl)-5,6-Difluoropyridinecarboxylic acid isopropyl ester